ClC1=C(C(=CC=C1Cl)O)[C@H]1C[C@@H]2N(C(CN(C2)C([C@H](CO)C)=O)=O)CC1 (8R,9aS)-8-(2,3-dichloro-6-hydroxyphenyl)-2-((S)-3-hydroxy-2-methylpropanoyl)octahydro-4H-pyrido[1,2-a]pyrazin-4-one